(S)-tryptophan methyl ester COC([C@@H](N)CC1=CNC2=CC=CC=C12)=O